N,N'-Dibenzyl-1,2-propandiamin C(C1=CC=CC=C1)NCC(C)NCC1=CC=CC=C1